(2R)-1-(morpholin-4-yl)propan-2-ol N1(CCOCC1)C[C@@H](C)O